2,3-dihydroxynaphthaleneTridecanoic acid, methyl ester OC1=C(C2=CC=CC=C2C=C1O)CCCCCCCCCCCCC(=O)OC